8-(1-((2S,4S)-1-acetyl-2-(cyanomethyl)piperidin-4-yl)-8-chloro-6-fluoro-4-((S)-1-((S)-1-methylpyrrolidin-2-yl)ethoxy)-1H-pyrazolo[4,3-c]quinolin-7-yl)-1-naphthonitrile C(C)(=O)N1[C@@H](C[C@H](CC1)N1N=CC=2C(=NC=3C(=C(C(=CC3C21)Cl)C=2C=CC=C1C=CC=C(C21)C#N)F)O[C@@H](C)[C@H]2N(CCC2)C)CC#N